C(C)(C)(C)OC(C[C@H]1C(N([C@@H](C1)C(=O)N1[C@@H](CC(C1)(F)F)C(N)=O)C(=O)OC(C)(C)C)=O)=O trans-tert-butyl (3S,5S)-3-(2-(tert-butoxy)-2-oxoethyl)-5-((S)-2-carbamoyl-4,4-difluoropyrrolidine-1-carbonyl)-2-oxopyrrolidine-1-carboxylate